acryloxybutyltrifluorosilane C(C=C)(=O)OCCCC[Si](F)(F)F